tert-butyl (3R)-4-((1-(3-(2,6-dioxopiperidin-3-yl)-1-methyl-1H-indazol-6-yl) piperidin-4-yl) methyl)-3-methylpiperazine-1-carboxylate O=C1NC(CCC1C1=NN(C2=CC(=CC=C12)N1CCC(CC1)CN1[C@@H](CN(CC1)C(=O)OC(C)(C)C)C)C)=O